Tert-butyl 6-((4-(5-(4H-1,2,4-triazol-4-yl)pyridin-3-yl)-1H-1,2,3-triazol-1-yl)methyl)-2-(((tert-butoxycarbonyl)(cyclobutylmethyl)amino)methyl)-1H-indole-1-carboxylate N=1N=CN(C1)C=1C=C(C=NC1)C=1N=NN(C1)CC1=CC=C2C=C(N(C2=C1)C(=O)OC(C)(C)C)CN(CC1CCC1)C(=O)OC(C)(C)C